methyl 4-[[6-[[5-[5-[tert-butoxycarbonyl(methyl)amino]-1,3-benzoxazol-2-yl]-8-(methylamino)-2,7-naphthyridin-3-yl]amino]-2-pyridyl]oxy]butanoate C(C)(C)(C)OC(=O)N(C=1C=CC2=C(N=C(O2)C2=C3C=C(N=CC3=C(N=C2)NC)NC2=CC=CC(=N2)OCCCC(=O)OC)C1)C